2-(2-isopropylphenyl)-9-(4-(pyrrolidine-1-carbonyl)benzyl)-7,9-dihydro-8H-purin-8-one C(C)(C)C1=C(C=CC=C1)C1=NC=C2NC(N(C2=N1)CC1=CC=C(C=C1)C(=O)N1CCCC1)=O